N-((4-((5-chloropyrimidin-2-yl)oxy)-3-methylphenyl)carbamoyl)-4-(2-methoxyethoxy)cyclohexanecarboxamide ClC=1C=NC(=NC1)OC1=C(C=C(C=C1)NC(=O)NC(=O)C1CCC(CC1)OCCOC)C